CC1(CNC1)C(C1=CC=C(C=C1)C(C(F)(F)F)(C(F)(F)F)F)=O 3-Methyl-3-[4-(1,2,2,2-tetrafluoro-1-trifluoromethyl-ethyl)-benzoyl]-azetidine